1-Tert-butyl (3S,4R)-3-fluoro-4-[[3-[3-methyl-2-oxo-1-(2-trimethylsilylethoxymethyl) benzimidazol-4-yl]cyclobutyl]methoxy]piperidine-1-carboxylate F[C@H]1CN(CC[C@H]1OCC1CC(C1)C1=CC=CC=2N(C(N(C21)C)=O)COCC[Si](C)(C)C)C(=O)OC(C)(C)C